C(C)(C)(C)OC(NCCOC=1C=NC=CC1C#N)=O tert-Butyl(2-((4-cyanopyridin-3-yl)oxy)ethyl)carbamate